ClC1=C(N)C=C(C(=C1)Cl)OC 2,4-dichloro-5-methoxyaniline